N2-[(9H-fluoren-9-ylmethoxy)carbonyl]-N5-{N-[(2,2,4,6,7-pentamethyl-2,3-dihydro-1-benzofuran-5-yl)sulfonyl]carbamimidoyl}-L-ornithine C1=CC=CC=2C3=CC=CC=C3C(C12)COC(=O)N[C@@H](CCCNC(NS(=O)(=O)C=1C(=C(C2=C(CC(O2)(C)C)C1C)C)C)=N)C(=O)O